CN1C(=NC2=C1C=CC(=C2)B2OC(C(O2)(C)C)(C)C)C 1,2-dimethyl-5-(4,4,5,5-tetramethyl-1,3,2-dioxaborolan-2-yl)benzimidazole